(1s,3s)-3-(4-(4-(hydroxymethyl)-3-methylisoxazol-5-yl)phenoxy)cyclohexane-1-carboxylic acid isopropyl ester C(C)(C)OC(=O)[C@@H]1C[C@H](CCC1)OC1=CC=C(C=C1)C1=C(C(=NO1)C)CO